6-fluoro-3-(3-fluorophenyl)-2-methylquinazolin-4(3H)-one FC=1C=C2C(N(C(=NC2=CC1)C)C1=CC(=CC=C1)F)=O